BrC1=CN(C=2N=C(N=CC21)Cl)COCC[Si](C)(C)C 5-bromo-2-chloro-7-((2-(trimethyl-silyl)ethoxy)methyl)-7H-pyrrolo[2,3-d]pyrimidine